CC1=CC=CC2=C1NC(O2)(C2=C(C(=C(C=C2C(=O)N)OC)O)OC)CC(F)(F)F 4-methyl-2-(2,2,2-trifluoroethyl)benzoxazolesyringamide